7-(1-cyclopropyl-1H-pyrazol-4-yl)-5-(6-(4-(3-fluorobenzyl)piperazin-1-yl)pyridin-3-yl)quinazoline C1(CC1)N1N=CC(=C1)C1=CC(=C2C=NC=NC2=C1)C=1C=NC(=CC1)N1CCN(CC1)CC1=CC(=CC=C1)F